3-(1h-pyrrolo[2,3-c]pyridin-2-yl)-1h-pyrazolo[3,4-b]pyridine N1C(=CC=2C1=CN=CC2)C2=NNC1=NC=CC=C12